(1r,4r)-4-((5-(2,6-bis(benzyloxy)pyridin-3-yl)-2H-indazol-2-yl)methyl)cyclohexane-1-carboxylate C(C1=CC=CC=C1)OC1=NC(=CC=C1C1=CC2=CN(N=C2C=C1)CC1CCC(CC1)C(=O)[O-])OCC1=CC=CC=C1